C(C1=CC=CC=C1)OC(=O)N1CCC2(CC1)OCCC1=C2C=C(C(=C1)C(=O)O)C=O 1'-[(benzyloxy)carbonyl]-7-formyl-3,4-dihydrospiro[2-benzopyran-1,4'-piperidine]-6-carboxylic acid